Methyl 4,6-dichloropyrido[3,2-d]pyrimidine-8-carboxylate ClC=1C2=C(N=CN1)C(=CC(=N2)Cl)C(=O)OC